ethyl-1,7-naphthyridine-3-carboxylate C(C)OC(=O)C=1C=NC2=CN=CC=C2C1